dimethyl(((3S,5R)-5-methyl-1-(4-(6-(trifluoromethyl)imidazo[1,2-a]pyridin-3-yl)pyrimidin-2-yl)piperidin-3-yl)imino)-λ6-sulfanone CS(=O)(=N[C@@H]1CN(C[C@@H](C1)C)C1=NC=CC(=N1)C1=CN=C2N1C=C(C=C2)C(F)(F)F)C